(1R,2S)-2-((S)-5H-Imidazo[5,1-a]isoindol-5-yl)cyclohexan-1-ol C=1N=CN2C1C1=CC=CC=C1[C@@H]2[C@H]2[C@@H](CCCC2)O